NCCC1=NN=C(S1)C=1C(=CC(=NC1)C1=CC=C2N1N=CC(=C2)C#N)NC(C)C 7-(5-(5-(2-aminoethyl)-1,3,4-thiadiazol-2-yl)-4-(isopropylamino)pyridin-2-yl)pyrrolo[1,2-b]pyridazine-3-carbonitrile